N4-hydroxy-1,1-dimethyl-N2-(2-(trifluoromethyl)pyridin-4-yl)isoindoline-2,4-dicarboxamide ONC(=O)C=1C=2CN(C(C2C=CC1)(C)C)C(=O)NC1=CC(=NC=C1)C(F)(F)F